N-(6-(6-fluoropyridin-3-yl)-1-(p-tolyl)-1H-pyrazolo[3,4-d]pyrimidin-4-yl)-5-nitrothiophene-2-carboxamide FC1=CC=C(C=N1)C1=NC(=C2C(=N1)N(N=C2)C2=CC=C(C=C2)C)NC(=O)C=2SC(=CC2)[N+](=O)[O-]